C(C)(=O)C1=C(OC2=CC=C(C=C2)NC(\C=C\C2=CC(=C(C=C2)O)OC)=O)C=C(C=C1)OC (E)-N-(4-(2-acetyl-5-methoxyphenoxy)phenyl)-3-(4-hydroxy-3-methoxyphenyl)acrylamide